N=1C=NN2C1C=C(C=C2)OC2=CC(=C(C=C2C)NC2=NC=NC1=C2N=C(N=C1)NC(\C=C\[C@@H]1N(CCC1)C)=O)OC (R,E)-N-(8-((4-([1,2,4]triazolo[1,5-a]pyridin-7-yloxy)-2-methoxy-5-methylphenyl)amino)pyrimido[5,4-d]pyrimidin-2-yl)-3-(1-methylpyrrolidin-2-yl)acrylamide